CN1C=[N+](C(=C1)C)C 1,3,4-trimethyl-imidazolium